(2-fluoro-3-{6-oxo-4-[5-(trifluoromethyl)pyridin-2-yl]-1,6-dihydropyrimidin-2-yl}-4-(trifluoromethyl)benzyl)-[1,1'-biphenyl]-4-sulfonic acid amide FC1=C(CC2=C(C=CC(=C2)S(=O)(=O)N)C2=CC=CC=C2)C=CC(=C1C=1NC(C=C(N1)C1=NC=C(C=C1)C(F)(F)F)=O)C(F)(F)F